O1[C@@H](COCC1)C(N1C[C@@H]2[C@H](C1)CC(C2)NC=2N=NC(=CC2)C2=C(C1=CN(N=C1C=C2)C)C)([2H])[2H] (3aR,5s,6aS)-2-(((R)-1,4-dioxan-2-yl)-methyl-d2)-N-(6-(2,4-dimethyl-2H-indazol-5-yl)pyridazin-3-yl)octahydro-cyclopenta[c]pyrrol-5-amine